(1-(3-fluoro-4-(trifluoromethyl)benzyl)-1H-1,2,3-triazol-4-yl)-3-hydroxy-1-methylquinoline-2,4(1H,3H)-dione FC=1C=C(CN2N=NC(=C2)C2(C(N(C3=CC=CC=C3C2=O)C)=O)O)C=CC1C(F)(F)F